N1=C(C=CC1)C1=NC=CC1=C1N=CC=C1 5H-Terazol